6-CHLORO-3-FORMYL-2-PICOLINE ClC1=CC=C(C(=N1)C)C=O